C(C)[C@]1(CNCC[C@H]1O)F |r| rac-trans-3-ethyl-3-fluoropiperidin-4-ol